N1=CC=C2N1C=CC(=C2)C=O (pyrazolo[1,5-a]pyridin-5-yl)methanone